(1R,3S,5R,7S,10S)-7-{[(tert-butoxy)carbonyl]amino}-3-methyl-8-oxo-9-azatricyclo[7.3.0.03,5]dodecane-10-carboxylic acid C(C)(C)(C)OC(=O)N[C@H]1C[C@H]2C[C@]2(C[C@H]2CC[C@H](N2C1=O)C(=O)O)C